CC1NCC(C(C1)NC1=CC=C(C=C1)C(F)(F)F)C 2,5-dimethyl-N-(4-(trifluoromethyl)phenyl)piperidin-4-amine